BrC1=C(C=C(N)C=C1)C(F)(F)F 4-bromo-3-(trifluoromethyl)aniline